3-(1-(4-aminopyrido[3,2-d]pyrimidin-6-yl)piperidin-3-yl)isoxazol NC=1C2=C(N=CN1)C=CC(=N2)N2CC(CCC2)C2=NOC=C2